NCC1CN(C1)C1=C(N=NC2=CC=C(C=C12)C=1C=C(C(=O)N)C=C(C1)F)C1=CC(=CC(=C1)Cl)Cl 3-{4-[3-(aminomethyl)azetidin-1-yl]-3-(3,5-dichlorophenyl)cinnolin-6-yl}-5-fluorobenzamide